(phenethylimino)methylphenol C(CC1=CC=CC=C1)N=CC1=C(C=CC=C1)O